benzyl 4-phenylpiperidine-1-carboxylate C1(=CC=CC=C1)C1CCN(CC1)C(=O)OCC1=CC=CC=C1